O[C@@H]1CC2=CC[C@H]3[C@@H]4CC[C@H]([C@@H](CC[C@@H](C(C)C)C)C)[C@]4(CC[C@@H]3[C@]2(CC1)C)C 3β-hydroxy-ergost-5-ene